1-Benzyl-4-((1r,3r)-3-(benzyloxy)cyclobutoxy)-1,2,3,6-tetrahydropyridine C(C1=CC=CC=C1)N1CCC(=CC1)OC1CC(C1)OCC1=CC=CC=C1